ClC=1C(=C(C=CC1F)NC(=O)N1C2CCC1CC=1C(=NC=CC12)F)F (±)-N-(3-chloro-2,4-difluorophenyl)-1-fluoro-6,7,8,9-tetrahydro-5H-5,8-epiminocyclohepta[c]pyridine-10-carboxamide